2-(3'-ethoxy-2,5-difluoro-[1,1'-biphenyl]-4-yl)-6-fluoroquinoline-4-carboxylic acid C(C)OC=1C=C(C=CC1)C1=C(C=C(C(=C1)F)C1=NC2=CC=C(C=C2C(=C1)C(=O)O)F)F